CC1(CN(CCO1)C=1C=C(C(=C(C1)N1N=C(N(C1=O)CC=1C=NN(C1)CC)C)F)C(F)(F)F)C 2-[5-(2,2-dimethylmorpholin-4-yl)-2-fluoro-3-(trifluoromethyl)phenyl]-4-[(1-ethyl-1H-pyrazol-4-yl)methyl]-5-methyl-2,4-dihydro-3H-1,2,4-triazol-3-one